1-(6-(4-isopropyl-4H-1,2,4-triazol-3-yl)pyridin-2-yl)-3-(4'-(trifluoromethyl)-[1,1'-biphenyl]-3-yl)imidazolidin-2-one C(C)(C)N1C(=NN=C1)C1=CC=CC(=N1)N1C(N(CC1)C=1C=C(C=CC1)C1=CC=C(C=C1)C(F)(F)F)=O